BrC1=C2C(=C(NC2=C(C=C1F)C(=O)N)C)C1=CC=C(C=C1)F 4-bromo-5-fluoro-3-(4-fluorophenyl)-2-methyl-1H-indole-7-carboxamide